pentafluoro-lambda5-phosphane FP(F)(F)(F)F